C(#N)CC[Si](OC)(OC)OC beta-cyanoethyl-trimethoxysilane